Tert-butyl 4-[3-methyl-1-(1-methyl-2,6-dioxo-3-piperidyl)-2-oxo-benzimidazol-4-yl]piperidine-1-carboxylate CN1C(N(C2=C1C(=CC=C2)C2CCN(CC2)C(=O)OC(C)(C)C)C2C(N(C(CC2)=O)C)=O)=O